CC(C)(C)[S@@](=O)N[C@@H](CC(=O)OCC)C1=CC(=CC=C1)OC1=C(C=CC=C1)C (S)-ethyl 3-((R)-1,1-dimethylethylsulfinamido)-3-(3-(o-tolyloxy)phenyl)propanoate